9,9-Bis(3-fluoro-4-Aminophenyl)fluorene FC=1C=C(C=CC1N)C1(C2=CC=CC=C2C=2C=CC=CC12)C1=CC(=C(C=C1)N)F